NCCC(C)C=1C=C(C=CC1F)NC(C1=C(C=C(C(=C1)C(F)(F)F)C1CC1)OC1=C(C=C(C=C1)F)C)=O N-(3-(4-Aminobutan-2-yl)-4-fluorophenyl)-4-cyclopropyl-2-(4-fluoro-2-methylphenoxy)-5-(triFluoromethyl)benzamide